BrC1=CC(=CC(=C1)OC(C)C)F 1-bromo-3-fluoro-5-isopropoxybenzene